O[C@]1(CCN(CC12CCCC2)C(=O)N2[C@@H](CN(CC2)C(=O)OC(C)(C)C)C2=CC=CC=C2)CN2C=NC(=CC2=O)N2CCCC2 tert-Butyl (R)-4-((S)-10-hydroxy-10-((6-oxo-4-(pyrrolidin-1-yl)pyrimidin-1(6H)-yl)methyl)-7-azaspiro[4.5]decane-7-carbonyl)-3-phenylpiperazine-1-carboxylate